C(C)OC(=O)C=1SC(=NN1)Cl 5-chloro-1,3,4-thiadiazole-2-carboxylic acid ethyl ester